5,5-difluoro-1-(thiophen-3-yl)-3-(trifluoromethyl)-4,5,6,7-tetrahydro-1H-indol-4-ol FC1(C(C=2C(=CN(C2CC1)C1=CSC=C1)C(F)(F)F)O)F